COC=C1CCC(CC1)OCC1=CC=CC=C1 (((4-(methoxymethylene)cyclohexyl)oxy)methyl)benzene